1,4-dimethyl-2-(4-(methylsulfonyl)phenyl)-6-(r-phenyl-[1,4'-bipiperidin]-4-yl)-1H-benzo[d]imidazole CN1C(=NC2=C1C=C(C=C2C)C2C[C@@H](N(CC2)C2CCNCC2)C2=CC=CC=C2)C2=CC=C(C=C2)S(=O)(=O)C